NCC1N(CCC2=CC=CC=C12)C(=O)OC(C)(C)C tert-butyl 1-(aminomethyl)-1,2,3,4-tetrahydroisoquinoline-2-carboxylate